2-bromo-4-chloro-1-methyl-1H-imidazole BrC=1N(C=C(N1)Cl)C